C(CCCC=CCC=CCC=CCC=CCC=CCC)(=O)O Eicosa-5,8,11,14,17-pentaenoic acid